S1C(=NC2=C1C=CC=C2)SCC2=NC=C(C=N2)NC(OC(C)(C)C)=O tert-butyl (2-((benzo[d]thiazol-2-ylthio)methyl)pyrimidin-5-yl)carbamate